N-(4-cyano-2,5-difluoro-phenyl)-5-(2-fluorophenyl)-1H-pyrrole-3-sulfonamide C(#N)C1=CC(=C(C=C1F)NS(=O)(=O)C1=CNC(=C1)C1=C(C=CC=C1)F)F